C(C)(C)C1=C(C(=CC=C1)C)N1C(NC(C2=C1NC(CC2=O)=O)=O)=O 1-(2-Isopropyl-6-methylphenyl)pyrido[2,3-d]pyrimidine-2,4,5,7(1H,3H,6H,8H)-tetraone